COC(=O)C1=C[C@H]([C@H](C1)NC(=O)OC(C)(C)C)O.C1(=CC=CC=C1)C=1N(C2=CC=CC=C2C1C1=CC=CC=C1)C(C(=C)C)=O 2,3-diphenyl-N-(methacryloyl)indole methyl-(3R,4S)-4-((tert-butoxycarbonyl)amino)-3-hydroxycyclopent-1-ene-1-carboxylate